NC(C(C(=O)OCC)(C)C)=N ethyl 3-amino-3-imino-2,2-dimethylpropionate